C(C)(C)(C)OC(=O)N1[C@@H]2CN([C@H](C1)C2)C2=CN1C(=NC(=CC1=O)OS(=O)(=O)C1=CC=C(C)C=C1)S2 (1S,4S)-5-[5-oxo-7-(p-toluenesulfonyloxy)thiazolo[3,2-a]pyrimidin-2-yl]-2,5-diazabicyclo[2.2.1]heptane-2-carboxylic acid tert-butyl ester